ClC1=CC=C2C(=CNC2=C1C1=NC=CC=C1)S(=O)(=O)NC1=NC(=C(C(=N1)OC)OCC(F)F)OC 6-chloro-N-[5-(2,2-difluoroethoxy)-4,6-dimethoxy-pyrimidin-2-yl]-7-(2-pyridyl)-1H-indole-3-sulfonamide